1-(tert-butyl)-9,10-bis[2-carboxy(3,6-methano-4-cyclohexenyl)]carbonyloxyanthracene C(C)(C)(C)C1=CC=CC2=C(C3=CC=CC=C3C(=C12)OC(=O)C1C(C2C=CC1C2)C(=O)O)OC(=O)C2C(C1C=CC2C1)C(=O)O